Cl.N1=C(N=CC=C1)N1CC2CNCC2C1 2-(pyrimidin-2-yl)octahydropyrrolo[3,4-c]pyrrole hydrochloride